Di-tert-butyl ((5-(1-(3,4-difluoro-2-methylphenyl)-4-oxo-6-(trifluoromethyl)-1,4-dihydropyrido[3,4-d]pyrimidin-3(2H)-yl)-6-methyl-2-oxopyridin-1(2H)-yl) methyl) phosphate P(=O)(OC(C)(C)C)(OC(C)(C)C)OCN1C(C=CC(=C1C)N1CN(C2=C(C1=O)C=C(N=C2)C(F)(F)F)C2=C(C(=C(C=C2)F)F)C)=O